t-butyl-adipate C(C)(C)(C)OC(CCCCC(=O)[O-])=O